di-neopentyl 2,3-dibenzoylsuccinate C(C1=CC=CC=C1)(=O)C(C(=O)OCC(C)(C)C)C(C(=O)OCC(C)(C)C)C(C1=CC=CC=C1)=O